BrC1=C(C=C2N=CC=3NC(N4C(COC1=C2C34)C3=NC=CC=C3)=O)OC 7-Bromo-6-methoxy-10-(pyridin-2-yl)-9,10-dihydro-8-oxa2,4,10a-triazanaphtho[2,1,8-cde]azulene-1(2H)-one